[3-(8-chloro-5-methoxy-5,6-dihydro-4H-[1,2,4]triazolo[4,3-a][1]benzazepin-1-yl)pyrrolidin-1-yl](pyridin-3-yl)methanone ClC=1C=CC2=C(CC(CC=3N2C(=NN3)C3CN(CC3)C(=O)C=3C=NC=CC3)OC)C1